O-Pimelyl-L-serin C(CCCCCC(=O)O)(=O)OC[C@H](N)C(=O)O